CN(C/C=C/C(=O)N1CCC(CC1)C1=C2N(N=C1)C(=C(N2)C2=CC=C(C=C2)OC2=CC=CC=C2)C(=O)N)C (E)-7-(1-(4-(dimethylamino)but-2-enoyl)piperidin-4-yl)-2-(4-phenoxyphenyl)-1H-imidazo[1,2-b]pyrazole-3-carboxamide